F[B-](F)(F)F.C(C)N1C=NC(=C1)C 1-ethyl-4-methylimidazole tetrafluoroborate